BrC1=CC=CC(=N1)OB(O)O (6-bromopyridin-2-yl)boric acid